ClC=1C=CC=C2C=CC=C(C12)CC1=CN=C2C(=NC(=NN21)OC[C@H]2N(CCC2)C)O (S)-7-((8-chloronaphthalen-1-yl)methyl)-2-((1-methylpyrrolidin-2-yl)methoxy)imidazo[2,1-f][1,2,4]triazin-4-ol